C(#N)C=1C(=NC(=NC1)NC1=C(C=C(C=C1)N(C)CCN(C)C)C(C(=O)N)=C)NC1=C(C=CC=C1)OC(C)C 2-((5-cyano-4-((2-isopropoxyphenyl)amino)pyrimidin-2-yl)amino)-5-((2-(dimethylamino)ethyl)(methyl)amino)phenylacrylamide